O=C1CC[C@@H](N1)C(=O)N1CC2(C1)CCN(CC2)C(=O)OC(C)(C)C tert-butyl (R)-2-(5-oxopyrrolidine-2-carbonyl)-2,7-diazaspiro[3.5]nonane-7-carboxylate